tert-butyl ((3-(2-(4,4-difluoroazepan-1-yl)-5-(4-fluorophenyl)-4-methylnicotinamido)phenyl)(methyl)(oxo)-λ6-sulfaneylidene)carbamate FC1(CCN(CCC1)C1=C(C(=O)NC=2C=C(C=CC2)S(=O)(C)=NC(OC(C)(C)C)=O)C(=C(C=N1)C1=CC=C(C=C1)F)C)F